[Si](C)(C)(C(C)(C)C)OCCOC1=C(C=C(C=C1C)C1=CC=2C(N(C=C(C2O1)C=1C=C(C=CC1OC1=C(C=C(C=C1)F)F)CCNS(=O)=O)C)=O)C N-(3-(2-(4-(2-((tert-butyldimethylsilyl)oxy)ethoxy)-3,5-Dimethylphenyl)-5-methyl-4-oxo-4,5-dihydrofuro[3,2-c]pyridin-7-yl)-4-(2,4-difluorophenoxy)phenyl)ethylsulfonamide